2-hydroxy-1,6-hexanediol acrylate C(C=C)(=O)O.OC(CO)CCCCO